(4-((6-amino-5-chloropyrimidin-4-yl)oxy)-3-fluorophenyl)-1-(pyridin-2-yl)-5-(trifluoromethyl)-1H-pyrazole-4-carboxamide NC1=C(C(=NC=N1)OC1=C(C=C(C=C1)C1=NN(C(=C1C(=O)N)C(F)(F)F)C1=NC=CC=C1)F)Cl